(E)-1-(3-((4-(4-(3-chloro-4-methoxypyrazolo[1,5-a]pyridin-6-yl)-5-methyl-1H-pyrazol-1-yl)piperidin-1-yl)methyl)-3-methoxyazetidin-1-yl)-4-(dimethylamino)but-2-en-1-one ClC=1C=NN2C1C(=CC(=C2)C=2C=NN(C2C)C2CCN(CC2)CC2(CN(C2)C(\C=C\CN(C)C)=O)OC)OC